C(C)(C)N[C@H]1CNC[C@H]1OC (3S,4R)-N-Isopropyl-4-methoxypyrrolidin-3-amine